(6-((tert-butoxycarbonyl) amino)-5-(2,3-dichlorophenyl) pyrazine-2-yl) methyl-sulfonate CS(=O)(=O)OC1=NC(=C(N=C1)C1=C(C(=CC=C1)Cl)Cl)NC(=O)OC(C)(C)C